COC=1C(=C(CN2N=C(C(=CC2=S)C)N2CCCC2)C(=CC1)C)C 2-(3-methoxy-2,6-dimethylbenzyl)-5-methyl-6-(pyrrolidin-1-yl)pyridazine-3(2H)-thione